C12CNCC(CC1)N2C(=O)O 3,8-diaza-bicyclo[3.2.1]octan-8-carboxylic acid